5-(4-((2-ethyl-3-oxo-3,4-dihydroquinolin-6-yl)methyl)piperazin-1-yl)-N-(methyl-d3)Pyridinamide C(C)C1=NC2=CC=C(C=C2CC1=O)CN1CCN(CC1)C=1C=CC(=NC1)C(=O)NC([2H])([2H])[2H]